6-(4-(2-chloro-5-fluorophenoxy)piperidin-1-yl)pyridazine-3-carbohydrazide Methyl-6-(4-(2-chloro-5-fluorophenoxy)piperidin-1-yl)pyridazine-3-carboxylate COC(=O)C=1N=NC(=CC1)N1CCC(CC1)OC1=C(C=CC(=C1)F)Cl.ClC1=C(OC2CCN(CC2)C2=CC=C(N=N2)C(=O)NN)C=C(C=C1)F